FC(C(=O)O)(F)F.FC(C(=O)O)(F)F.N[C@@H](C(=O)N[C@@H](C(=O)N)CC1=CC=CC=C1)CC1=CC=CC=C1 (R)-2-((R)-2-amino-3-phenylpropanamido)-3-phenylpropanamide bistrifluoroacetate